BrC=1C(=NC=CC1)CCl 3-bromo-2-(chloromethyl)pyridine